3-(((7-formyl-6-methoxy-2,3-dihydro-1H-inden-4-yl)oxy)methyl)-[1,1'-biphenyl]-2-carbonitrile C(=O)C=1C(=CC(=C2CCCC12)OCC1=C(C(=CC=C1)C1=CC=CC=C1)C#N)OC